F[B-](F)(F)F.C(CCC)N1CN(C=C1)CCCC 1,3-dibutylimidazole tetrafluoroborate